4-(2-((6-(4H-1,2,4-triazol-4-yl)-1H-indazol-4-yl)oxy)ethoxy)-N-((5-(trifluoromethyl)-1H-indol-2-yl)methyl)butan-1-amine N=1N=CN(C1)C1=CC(=C2C=NNC2=C1)OCCOCCCCNCC=1NC2=CC=C(C=C2C1)C(F)(F)F